BrC(Br)C(C1=CC=CC=C1)Br (dibromomethyl)benzyl bromide